Naphtho[2,1-e][1,4]Diazepine C1=C2C(=NC=CN1)C=CC1=CC=CC=C12